N1NC(C=C1)C1=CC(OC2=CC=CC=C12)=O 4-dihydropyrazolyl-coumarin